ethyl-acetaldehyde palmitate C(CCCCCCCCCCCCCCC)(=O)O.C(C)CC=O